5-methyl-6-(3-methyl-7,8-dihydro-1,6-naphthyridin-6(5H)-yl)-N-((3-methylpyridin-4-yl)methyl)nicotinamide CC=1C(=NC=C(C(=O)NCC2=C(C=NC=C2)C)C1)N1CC=2C=C(C=NC2CC1)C